FC1=C(C(=O)N([C@H]2CNCCC2)C2=NC=CC3=C2C=C(S3)C3=CC=C(C=C3)C(C(F)(F)F)(C(F)(F)F)O)C=CC(=C1)C=1N=NN(C1)C (R)-2-fluoro-N-(2-(4-(1,1,1,3,3,3-hexafluoro-2-hydroxypropan-2-yl)phenyl)thieno[3,2-c]pyridin-4-yl)-4-(1-methyl-1H-1,2,3-triazol-4-yl)-N-(piperidin-3-yl)benzamide